1-(4-bromophenyl)-2-phenyl-3,3,4,4,5,5-hexafluorocyclopentene BrC1=CC=C(C=C1)C1=C(C(C(C1(F)F)(F)F)(F)F)C1=CC=CC=C1